methyl 2-chloro-5-(7-chlorobenzo[d]oxazol-2-yl)isonicotinate ClC=1C=C(C(=O)OC)C(=CN1)C=1OC2=C(N1)C=CC=C2Cl